2-((3-methoxyphenyl)(4-(p-tolyl)piperazin-1-yl)methyl)phenol COC=1C=C(C=CC1)C(C1=C(C=CC=C1)O)N1CCN(CC1)C1=CC=C(C=C1)C